1-((1S,4S)-5-(4-((4-(cyclopropylmethoxy)-2,5-difluorophenyl)amino)pyrido[3,2-d]pyrimidin-6-yl)-2,5-diazabicyclo[2.2.1]heptan-2-yl)prop-2-en-1-one C1(CC1)COC1=CC(=C(C=C1F)NC=1C2=C(N=CN1)C=CC(=N2)N2[C@@H]1CN([C@H](C2)C1)C(C=C)=O)F